(4'-cyclohexyl-2-fluoro-[1,1'-biphenyl]-4-sulfonylamino)-3-methoxybenzoic acid C1(CCCCC1)C1=CC=C(C=C1)C1=C(C=C(C=C1)S(=O)(=O)NC1=C(C(=O)O)C=CC=C1OC)F